O=C1NC2=C(N1)C=CC(=C2)NC(=O)N2CCC=1C(=CC=CC21)C(=O)N N1-(2-oxo-1,3-dihydro-benzimidazol-5-yl)indoline-1,4-dicarboxamide